(S)-3,5-dichloro-4-(2-(3-(cyclopropylmethoxy)-4-(difluoromethoxy)phenyl)-2-(3-hydroxy-4-methoxybenzoyloxy)ethyl)pyridine 1-oxide ClC=1C=[N+](C=C(C1C[C@H](OC(C1=CC(=C(C=C1)OC)O)=O)C1=CC(=C(C=C1)OC(F)F)OCC1CC1)Cl)[O-]